NC1=NC=NC=2N(C3=C(C=C(C=C3C21)C2CC2)C)CC(=O)OCCCC butyl 2-(4-amino-6-cyclopropyl-8-methyl-9H-pyrimido[4,5-b]indol-9-yl)acetate